2-hydroxy-3-furancarboxaldehyde OC=1OC=CC1C=O